C1(=CC=CC=C1)S(=O)(=O)N1N=CC2=CC3=C(C=C12)C(=C(N3C3=CC=C(C=C3)F)C(C)C)/C(=C/C(=O)OC)/[2H] Methyl (E)-3-[1-(benzenesulfonyl)-5-(4-fluorophenyl)-6-isopropyl-pyrrolo[2,3-f]indazol-7-yl]-3-deuterio-prop-2-enoate